phenyl-2,4,6-trimethylbenzoyl-lithium phosphate P(=O)(O)(O)O.C1(=CC=CC=C1)C=1C(=C(C(=O)[Li])C(=CC1C)C)C